tert-Butyl N-[6-(benzyloxy)-13,13-dioxo-6,15-bis(trifluoromethyl)-19-oxa-13λ6-thia-3,4,18-triazatricyclo[12.3.1.12,5]nonadeca-1(18),2,4,9,14,16-hexaen-17-yl]carbamate C(C1=CC=CC=C1)OC1(C2=NN=C(C=3C(=CC(=C(S(CCC=CCC1)(=O)=O)N3)C(F)(F)F)NC(OC(C)(C)C)=O)O2)C(F)(F)F